BrC=1C=C(C=CC1F)C(C(F)(F)F)O 1-(3-bromo-4-fluorophenyl)-2,2,2-trifluoroethan-1-ol